COC(C(C)(C)N1N=CC(=C1)C1=NC2=C(C(=CC=C2N=C1)OC=1C=CC2=C(NC(=N2)C)C1F)Cl)=O (4-{8-chloro-7-[(7-fluoro-2-methyl-1H-1,3-benzodiazol-6-yl)oxy]quinoxalin-2-yl}-1H-pyrazol-1-yl)-2-methylpropanoic acid methyl ester